C(CCC)S(=O)C1=C(C=2C(=NC(=CC2C2=CN=C(N2C)C(C)C)C=2SC=CN2)S1)N 2-(butylsulfinyl)-4-(2-isopropyl-1-methyl-1H-imidazol-5-yl)-6-(thiazol-2-yl)thieno[2,3-b]pyridin-3-amine